C(C)(C)(C)OC(=O)N1C[C@@H]2COC3=C(C(N2CC1)=O)C=C(C(=C3Cl)C3=C(C=CC=C3OC)F)F (12aR)-10-chloro-8-fluoro-9-(2-fluoro-6-methoxyphenyl)-6-oxo-3,4,12,12a-tetrahydro-6H-pyrazino[2,1-c][1,4]benzooxazepine-2(1H)-carboxylic acid tert-butyl ester